C(C=C)(=O)N1[C@@H](CN(C[C@@H]1C)C(=O)OC(C)(C)C)C tert-Butyl 4-acryloyl-cis-3,5-dimethylpiperazine-1-carboxylate